C(C1=CC=CC=C1)OC=1C(=NC=NC1C)C(=O)N1CCN(CC1)C1=C(N(C=2N(C1=O)N=C(N2)Br)CC(=O)NC2=C(C=C(C=C2)C(F)(F)F)Cl)CC 2-(6-(4-(5-(benzyloxy)-6-methylpyrimidine-4-carbonyl)piperazin-1-yl)-2-bromo-5-ethyl-7-oxo-[1,2,4]Triazolo[1,5-a]pyrimidin-4(7H)-yl)-N-(2-chloro-4-(trifluoromethyl)phenyl)acetamide